N-((3-((3-amino-5-(4-(aminomethyl)-4-methylpiperidin-1-yl)pyrazin-2-yl)thio)-2-chlorophenyl)carbamoyl)methanesulfonamide NC=1C(=NC=C(N1)N1CCC(CC1)(C)CN)SC=1C(=C(C=CC1)NC(=O)NS(=O)(=O)C)Cl